BrC1=CC=CC=2N=C(OC21)N2CC(C2)[C@@H]2CN(CCC2)C2CC(C2)(C(=O)O)C (1R,3r)-3-((R)-3-(1-(7-bromobenzo[d]oxazol-2-yl)azetidin-3-yl)piperidin-1-yl)-1-methylcyclobutane-1-carboxylic acid